benzyldimethylammonium chloride [Cl-].C(C1=CC=CC=C1)[NH+](C)C